C(C)(=O)NCCCOC=1C(=C(C=CC1)C1=C(C(=CC=C1)NC=1N=CC=C2C=C(C=NC12)CN1C(CCCC1)CC(=O)O)C)C 1-((8-((3'-(3-acetamidopropoxy)-2,2'-dimethyl-[1,1'-biphenyl]-3-yl)amino)-1,7-naphthyridin-3-yl)methyl)piperidine-2-acetic acid